4-(2-hydroxyethyl)-N-(3-(3-((4-methyl-4H-1,2,4-triazol-3-yl)-methyl)oxetan-3-yl)phenyl)-6-(trifluoromethyl)picolinamide OCCC1=CC(=NC(=C1)C(F)(F)F)C(=O)NC1=CC(=CC=C1)C1(COC1)CC1=NN=CN1C